deoxy-2'-fluoro-uridine F[C@H]1[C@@H](O[C@@H]([C@H]1O)CO)N1C(=O)NC(=O)C=C1